2'-[6-amino-5-(trifluoromethoxy)pyridin-3-yl]-N-[(1S)-1-(pyridin-3-yl)ethyl]-5',6'-dihydrospiro[pyrrolidine-3,4'-pyrrolo[1,2-b]pyrazole]-1-carboxamide NC1=C(C=C(C=N1)C=1C=C2N(N1)CCC21CN(CC1)C(=O)N[C@@H](C)C=1C=NC=CC1)OC(F)(F)F